OCC1=CC(=C(C=C1C)C=1C=C(C(N(C1)C)=O)C)C 5-(4-hydroxymethyl-2,5-dimethyl-phenyl)-1,3-dimethyl-1H-pyridin-2-one